((cis)-3-(trifluoromethyl)cyclobutyl)methanol FC([C@H]1C[C@H](C1)CO)(F)F